n-1-(3-((1R,3R)-2-((3-fluorooxetan-3-yl)methyl)-3-methyl-2,3,4,9-tetrahydro-1H-pyrido[3,4-b]indol-1-yl)phenyl)-N-2-(3-fluoropropyl)-N-1-methylethane-1,2-diamine C[C@@H]1CC2=C([C@H](N1CC3(COC3)F)C4=CC(=CC=C4)N(C)CCNCCCF)NC5=CC=CC=C25